NC(C(=O)[O-])(C)C aminoisobutyrate